di-(tert-butyl) dicarbonate C(=O)(OC(C)(C)C)OC(=O)OC(C)(C)C